ClC=1C=C(C=C(C1CC=1OC(N(N1)C(C)C)=O)Cl)N1N=CC(NC1=O)=O 2-(3,5-dichloro-4-((4-isopropyl-5-oxo-4,5-dihydro-1,3,4-oxadiazol-2-yl)methyl)phenyl)-1,2,4-triazine-3,5(2H,4H)-dione